tert-butyl-(2,3-dihydro-2,2-dimethylbenzofuran-7-yl)phosphine C(C)(C)(C)PC1=CC=CC=2CC(OC21)(C)C